ClCCNCCC[Si](OC)(OC)OC N-(β-chloroethyl)-γ-aminopropyltrimethoxysilane